[Fe].[Zn].[B].[Mg].[Ca] calcium magnesium boron zinc iron